3-mercaptopropyl-tributoxysilane SCCC[Si](OCCCC)(OCCCC)OCCCC